ClC1=C(N=C(C=2C(N3[C@@H](COC21)CNCC3)=O)NC(C)C)C3=C(C=CC=C3O)F (6aR)-4-chloro-3-(2-fluoro-6-hydroxyphenyl)-1-(isopropylamino)-6,6a,7,8,9,10-hexahydro-12H-pyrazino[2,1-c]pyrido[3,4-f][1,4]oxazepin-12-one